O(C1=CC=CC=C1)C=1C=C(C=CC1)N1CC2=CC=C(C=C2CC1)CCC(=O)O 3-(2-(3-phenoxyphenyl)-1,2,3,4-tetrahydroisoquinolin-6-yl)propionic acid